N1(CCC1)CCNC(=O)C1CCN(CC1)C(C1=C(C=C(C=C1)NC=1C=2N(C=CN1)C(=CN2)C2=CC(=C(C=C2)OC)F)C)=O N-(2-(azetidin-1-yl)ethyl)-1-(4-((3-(3-fluoro-4-methoxyphenyl)imidazo[1,2-a]pyrazin-8-yl)amino)-2-methylbenzoyl)piperidine-4-carboxamide